tert-butyl 5-[6-fluoro-5-[[4-methyl-6-(methylamino)pyrimidin-2-yl]amino]-2,3-dihydrobenzofuran-7-yl]-2-(hydroxymethyl)-2,3,4,7-tetrahydroazepine-1-carboxylate FC1=C(C2=C(CCO2)C=C1NC1=NC(=CC(=N1)C)NC)C=1CCC(N(CC1)C(=O)OC(C)(C)C)CO